NCC=1C=C(C=CC1)N1N=C(C=C1C(=O)NC1=C(C=CC(=C1)C(CCC1CC1)(C1=CC=NC=C1)NS(=O)(=O)C)F)C(F)(F)F 1-(3-(aminomethyl)phenyl)-N-(5-(3-cyclopropyl-1-(methylsulfonyl-amino)-1-(pyridin-4-yl)propyl)-2-fluorophenyl)-3-(trifluoromethyl)-1H-pyrazole-5-carboxamide